C1N(CC2CNCC(C21)C(=O)OCC)C(=O)OC(C)(C)C 2-(tert-butyl) 7-ethyl octahydro-2H-pyrrolo[3,4-c]pyridine-2,7-dicarboxylate